2-(4-[5-Amino-4-cyano-1-[1,1,1-trifluoropropan-2-yl]pyrazol-3-yl]phenyl)-N-[3-(2,2-dimethylpropyl)-1,2-oxazol-5-yl]propanamide NC1=C(C(=NN1C(C(F)(F)F)C)C1=CC=C(C=C1)C(C(=O)NC1=CC(=NO1)CC(C)(C)C)C)C#N